NCC(C1=CC(=CC=C1)Cl)NC(=O)C=1N=CN(C1)C1=NC(=NC=C1C)NC1=C(C=C(C=C1)F)Cl N-(2-amino-1-(3-chloro-phenyl)ethyl)-1-(2-((2-chloro-4-fluorophenyl)amino)-5-methyl-pyrimidin-4-yl)-1H-imidazole-4-carboxamide